C(C)(C)(C)OC=1C=C2C(=NNC2=CC1)C1=NC=NC(=C1)N1C[C@@H](NCC1)C 5-tert-butoxy-3-[6-[(3S)-3-methylpiperazin-1-yl]pyrimidin-4-yl]-1H-indazole